C(C1=CC=CC=C1)OC1=C(N(C=C(C1=O)C(NCC1=C(C=C(C=C1F)F)F)=O)NC(=O)OC(C)(C)C)C(=O)[O-] (benzyloxy)-1-((tert-butoxycarbonyl)amino)-4-oxo-5-((2,4,6-trifluorobenzyl)carbamoyl)-1,4-dihydropyridine-2-carboxylate